2-(5-isopropyl-2-(trifluoromethoxy)phenyl)-2-((R)-3-((5-(5,6,7,8-tetrahydro-1,8-naphthyridin-2-yl)pentyl)oxy)pyrrolidin-1-yl)acetic acid C(C)(C)C=1C=CC(=C(C1)C(C(=O)O)N1C[C@@H](CC1)OCCCCCC1=NC=2NCCCC2C=C1)OC(F)(F)F